FC(C(C(C([2H])([2H])N1C(SC(=C1C)C)=NC(=O)C1C(C1(C)C)(C)C)([2H])[2H])([2H])[2H])([2H])[2H] N-(3-(4-fluorobutyl-1,1,2,2,3,3,4,4-d8)-4,5-dimethylthiazole-2(3H)-ylidene)-2,2,3,3-tetramethylcyclopropane-1-carboxamide